N1C=NC2=C1C=CC=C2CNC(=O)C=2N(C(N1C2CN(CC1)C(C1=CC(=C(C=C1)Br)Cl)=O)=O)C1=CC=C(C=C1)OC1CC1 N-(1H-benzoimidazol-4-ylmethyl)-7-(4-bromo-3-chloro-benzoyl)-2-[4-(cyclopropoxy)phenyl]-3-oxo-6,8-dihydro-5H-imidazo[1,5-a]pyrazine-1-carboxamide